Cl.CN(CCCCCN=C=N)C 1-(3-dimethylaminopropyl)-2-ethylcarbodiimide hydrochloride